ClC1=C2C(C3CC4CC(=C(C(C4C(=C3C(C2=C(C=C1)O)=O)O)=O)C(=O)N)O)O 7-chloro-3,6,10,12-tetrahydroxy-1,11-dioxo-1,4,4a,5,5a,6,11,12a-octahydrotetracene-2-carboxamide